tert-butyl 5-(benzhydrylideneamino)thiazole-4-carboxylate C(C1=CC=CC=C1)(C1=CC=CC=C1)=NC1=C(N=CS1)C(=O)OC(C)(C)C